4-(5-Fluoropyridin-2-yl)-5-methylpyrimidine-2-carboxylic acid FC=1C=CC(=NC1)C1=NC(=NC=C1C)C(=O)O